2,5-dichloro-3-(anilino)-6-(2-piperidin-1-yl-1,3-thiazol-5-yl)cyclohexa-2,5-diene-1,4-dione ClC=1C(C(=C(C(C1NC1=CC=CC=C1)=O)Cl)C1=CN=C(S1)N1CCCCC1)=O